N(=[N+]=[N-])CC=1SC=2CN(CCC2N1)C 2-(azidomethyl)-5-methyl-4,5,6,7-tetrahydrothiazolo[5,4-c]pyridine